1-methyl-4-(3-{[1-methyl-4-(1-methylimidazole-2-amido)pyrrol-2-yl]formamido}propanamido)imidazole-2-amidol CN1C(=NC(=C1)NC(CCNC(=O)C=1N(C=C(C1)NC(=O)C=1N(C=CN1)C)C)=O)N